C1(CC1)COC1=CC=C(C(C(=O)O)=C1)O 5-cyclopropylmethoxysalicylic acid